ClC1=C(C=C2C(C(NC2=C1)=O)=C(C=1C=C(C(=O)O)C=CC1)O)C1=CC=C(C=C1)N1CCOCC1 3-{[6-Chloro-5-(4-morpholin-4-yl-phenyl)-2-oxo-1,2-dihydro-indolylidene]-hydroxy-methyl}-benzoic acid